6-bromo-N-(2,5-difluorophenyl)-1H-pyrrolo[2,3-b]pyridine-3-sulfonamide BrC1=CC=C2C(=N1)NC=C2S(=O)(=O)NC2=C(C=CC(=C2)F)F